1-tert-butyl 4-methyl-3,6-dihydropyridine-1,4(2H)-dicarboxylate CC1(CCN(CC1)C(=O)OC(C)(C)C)C(=O)[O-]